3-cyanocyclobutanecarboxylic acid C(#N)C1CC(C1)C(=O)O